(2S)-N-{[4-(3,4-dichlorobenzyl)morpholin-2-yl]methyl}(pyrimidin-2-ylsulfanyl)acetamide ClC=1C=C(CN2C[C@@H](OCC2)CNC(CSC2=NC=CC=N2)=O)C=CC1Cl